COC=1C=C(C=CC1NCC#CC=1N(C2=CC=CC(=C2C1)NC1CC2(COC2)C1)CC(F)(F)F)S(=O)(=O)N 3-methoxy-4-({3-[4-({2-oxaspiro[3.3]heptan-6-yl}amino)-1-(2,2,2-trifluoroethyl)-1H-indol-2-yl]prop-2-yn-1-yl}amino)benzene-1-sulfonamide